COC(=O)C1=C(N(C(C=C1\C=C\OCC)=O)C)NC1=C(C=C(C=C1)I)F (E)-2-((4-iodo-2-fluorophenyl)amino)-4-(2-ethoxyvinyl)-1-methyl-6-oxo-1,6-dihydropyridine-3-carboxylic acid methyl ester